P(=O)(O)(O)N(C=O)C1[C@H](O)[C@H](O)[C@H](O1)CO phosphoribosyl-formamide